ClC=1C(=C(C=CC1)NN1C(=CC=2C(NCCC21)=O)C2=C(C=NC=C2)OCC2=NC(=CN=C2)C)OC ((3-chloro-2-methoxyphenyl)amino)-2-(3-((6-methylpyrazin-2-yl)methoxy)pyridin-4-yl)-1,5,6,7-tetrahydro-4H-pyrrolo[3,2-c]pyridin-4-one